ClC1=C(C=NNC1=O)N1CC=2N(CC1)C(=C(N2)C(=O)NC)CC2=C(C=C(C=C2)F)C(F)(F)F 7-(5-chloro-6-oxo-1,6-dihydropyridazin-4-yl)-3-(4-fluoro-2-(trifluoromethyl)benzyl)-N-methyl-5,6,7,8-tetrahydroimidazo[1,2-a]pyrazine-2-carboxamide